ClC1=C2C=CNC2=CC=C1 4-chloroindol